(S)-(1-chloro-5-((3-(difluoromethoxy)-5-(trifluoromethyl)pyridin-2-yl)amino)-5,6,7,8-tetrahydroisoquinolin-5-yl)methanol ClC1=NC=CC=2[C@](CCCC12)(NC1=NC=C(C=C1OC(F)F)C(F)(F)F)CO